(S)-4-(cyclopropyl(4-(5,6,7,8-tetrahydro-1,8-naphthyridin-2-yl)butyl)amino)-2-(1-methyl-1H-indazole-4-carboxamido)butanoic acid C1(CC1)N(CC[C@@H](C(=O)O)NC(=O)C=1C=2C=NN(C2C=CC1)C)CCCCC1=NC=2NCCCC2C=C1